C=C(C)O prop-1-en-2-ol